N-((7-(3-cyano-5-fluorophenoxy)-3-hydroxy-2,3-dihydro-1H-inden-4-yl)(methyl)(oxo)-λ6-sulfanylidene)cyanamide C(#N)C=1C=C(OC=2C=CC(=C3C(CCC23)O)S(=NC#N)(=O)C)C=C(C1)F